Trans-estragole C1(=CC=C(CC=C)C=C1)OC